OCC1C(=C(CCC1)C(=O)N)CCCCC hydroxymethylpentylcyclohexenecarboxamide